CN1N=C(C=2C[C@@H](CCC12)C(F)(F)F)C(=O)OCC (R)-ethyl 1-methyl-5-(trifluoromethyl)-4,5,6,7-tetrahydro-1H-indazole-3-carboxylate